((R)-1-((R)-4-(methylsulfonyl)-2-(pyrazine-2-carboxamido)butanamido)-4-phenylbutyl)boronic acid CS(=O)(=O)CC[C@H](C(=O)N[C@@H](CCCC1=CC=CC=C1)B(O)O)NC(=O)C1=NC=CN=C1